2-(4-pyridyl)ethanesulfonic acid N1=CC=C(C=C1)CCS(=O)(=O)O